N-(1,1-dioxido-3-oxo-2,3-dihydrobenzo[d]isothiazol-5-yl)-4-((2-hydroxyethyl)sulfonamido)-2-(6-azaspiro[2.5]octan-6-yl)benzamide O=S1(NC(C2=C1C=CC(=C2)NC(C2=C(C=C(C=C2)NS(=O)(=O)CCO)N2CCC1(CC1)CC2)=O)=O)=O